(R)-N-(cyclohexyl(3-(trifluoromethyl)phenyl)methyl)-4-(trifluoromethoxy)benzenesulfonamide C1(CCCCC1)[C@@H](NS(=O)(=O)C1=CC=C(C=C1)OC(F)(F)F)C1=CC(=CC=C1)C(F)(F)F